CNC(C1=NC=C(C=C1)N1CCN(CC1)C1CC(CC1)C=1NC(C=2CCCCC2C1)=O)=O N-methyl-5-(4-(3-(1-oxo-1,2,5,6,7,8-hexahydroisoquinolin-3-yl)cyclopentyl)piperazin-1-yl)picolinamide